4-{[(1S,3R)-3-{[(tert-butoxy)carbonyl]amino}cyclohexyl]amino}pyridine-2-carboxylic acid C(C)(C)(C)OC(=O)N[C@H]1C[C@H](CCC1)NC1=CC(=NC=C1)C(=O)O